Tert-butyl (4-bromo-3-(isopropylsulfonyl)phenyl)carbamate BrC1=C(C=C(C=C1)NC(OC(C)(C)C)=O)S(=O)(=O)C(C)C